5-(2S,5R)-hydroxylysine O[C@H](CC[C@H](N)C(=O)O)CN